N-(2-(1-(2-(6-(Difluoromethyl)imidazo[1,2-a]pyrazin-3-yl)pyrimidin-4-yl)piperidin-3-yl)ethyl)methanesulfonamide FC(C=1N=CC=2N(C1)C(=CN2)C2=NC=CC(=N2)N2CC(CCC2)CCNS(=O)(=O)C)F